B(C1=CC(=C(C=C1)C(=O)N2CCCC2)Cl)(O)O 3-CHLORO-4-(PYRROLIDINYL-1-CARBONYL)PHENYLBORONIC ACID